N-(4-chlorophenyl)-14-(4-(4-(trifluoromethoxy)phenyl)piperazin-1-yl)-3,6,9,12-tetraoxahexadecane-16-amide ClC1=CC=C(C=C1)NC(CC(COCCOCCOCCOCC)N1CCN(CC1)C1=CC=C(C=C1)OC(F)(F)F)=O